C(C)(=O)N1CCC(CC1)NCC=1C=CC(=NC1OC)C1=C(C(=NC=C1)C=1C(=C(C=CC1)NC(C1=NC=C(C(=C1)OC)CN1CC(CC1)O)=O)C)Cl N-(3-(5-(((1-acetylpiperidin-4-yl)amino)methyl)-3'-chloro-6-methoxy-[2,4'-bipyridin]-2'-yl)-2-methylphenyl)-5-((3-hydroxypyrrolidin-1-yl)methyl)-4-methoxypicolinamide